C(C)(=O)N1CCC(CC1)N1CC(C1)N1N=C(C(=C1)C=1C(=NC(=CC1)C=1C=NN(C1)CC(F)F)C(=O)N)C(F)F (1-(1-(1-acetylpiperidin-4-yl)azetidin-3-yl)-3-(difluoromethyl)-1H-pyrazol-4-yl)-6-(1-(2,2-difluoroethyl)-1H-pyrazol-4-yl)-2-pyridineamide